BrC1=CC=C(C=C1)C12C(C=3C(=NC(=CC3O1)Cl)OC)(C(C(C2C2=CC=CC=C2)C(=O)O)O)O 5a-(4-bromophenyl)-3-chloro-8,8a-dihydroxy-1-methoxy-6-phenyl-5a,7,8,8a-tetrahydro-6H-cyclopenta[4,5]furo[3,2-c]pyridine-7-carboxylic acid